C(C)C1=CCC(C=C1)(C)CC 2,5-diethyl-5-methyl-1,3-cyclohexadiene